C[C@@H]1NC(OC1)=O (S)-4-methyloxazolidine-2-one